CN(CC(=O)[O-])C(=O)C1N(C1)C(C1=CC=CC=C1)(C1=CC=CC=C1)C1=CC=CC=C1 N-methyl-N-(1-tritylaziridine-2-carbonyl)glycinate